C(C)C=1SC(=C(N1)C1=CC(=CC=C1)C)C1=CC=NC=C1 4-[2-ethyl-4-(3-methylphenyl)thiazol-5-yl]pyridin